1-(4-benzamidobutyl)-2-(1-ethyl-3-methyl-1H-pyrazole-5-carboxamido)-1H-benzo[d]imidazole-5-carboxamide C(C1=CC=CC=C1)(=O)NCCCCN1C(=NC2=C1C=CC(=C2)C(=O)N)NC(=O)C2=CC(=NN2CC)C